COC(CCCCCC(=O)N[C@H](C(=O)N1[C@@H](C[C@H](C1)O)NC(=O)CC=1C=CC2=C(C1)OCC1=NC=NC=C12)C(C)(C)C)=O 7-(((S)-1-((2S,4R)-2-(((5H-chromeno[3,4-d]pyrimidin-8-yl)methyl)formamido)-4-hydroxypyrrolidin-1-yl)-3,3-dimethyl-1-oxobutan-2-yl)amino)-7-oxoheptanoic acid methyl ester